N-[(1-methylindole-5-yl)methyl]propionamide CN1C=CC2=CC(=CC=C12)CNC(CC)=O